pyrimidine-4-carboxylic acid potassium salt [K+].N1=CN=C(C=C1)C(=O)[O-]